NC1=C(C=CC=C1)S(=O)C1=C(C=CC=C1)N o-aminophenylsulfoxide